3-isopropyl-pyridin-4-amine C(C)(C)C=1C=NC=CC1N